N-(2-(hydroxy(phenyl)methyl)phenyl)-4-methylbenzenesulfonamide OC(C1=C(C=CC=C1)NS(=O)(=O)C1=CC=C(C=C1)C)C1=CC=CC=C1